(3E)-5-methoxy-2-methyl-4-(trifluoromethyl)pyrazole-3-carbaldehyde COC=1C(=C(N(N1)C)C=O)C(F)(F)F